6-(3-chlorophenoxy)-5-[(5RS)-5-(2,4-dimethylbenzyl)-5,6-dihydro-4H-1,2,4-oxadiazin-3-yl]pyrazolo[1,5-a]pyridine ClC=1C=C(OC=2C(=CC=3N(C2)N=CC3)C3=NOC[C@H](N3)CC3=C(C=C(C=C3)C)C)C=CC1 |r|